COC(=O)NC(SC)=NC(=O)OC 1,3-bis(methoxycarbonyl)-2-methyl-2-thioisourea